NCCC1=C(S(=O)(=O)N)C=CC(=C1)N (2-aminoethyl)sulfanilamide